3-(3,5-difluorophenyl)-6-((1-phenylethyl)amino)pyrimidine-2,4(1H,3H)-dione FC=1C=C(C=C(C1)F)N1C(NC(=CC1=O)NC(C)C1=CC=CC=C1)=O